4-methoxyl-benzyl-amine O(C)C1=CC=C(CN)C=C1